1-hydroxy-4-methyl-6-(2,4,4-trimethylpentyl)-pyridin-2-one ON1C(C=C(C=C1CC(CC(C)(C)C)C)C)=O